4,6-dichloro-5-hydroxy-N-((1S,2S)-2-((2-(trifluoromethoxy)benzyl)carbamoyl)cyclohexyl)picolinamide ClC1=CC(=NC(=C1O)Cl)C(=O)N[C@@H]1[C@H](CCCC1)C(NCC1=C(C=CC=C1)OC(F)(F)F)=O